NC=1C(=C(C=C2C=C(N=CC12)NC(OC1CC(C1)O)=O)C=1C=NC=2CCCNC2C1C)F 3-Hydroxycyclobutyl (8-amino-7-fluoro-6-(4-methyl-5,6,7,8-tetrahydro-1,5-naphthyridin-3-yl)isoquinolin-3-yl)carbamate